6-[(2R,4S)-4-fluoro-2-[5-fluoro-2-(methylthio)phenyl]Pyrrolidin-1-yl]Imidazo[1,2-b]Pyridazin F[C@H]1C[C@@H](N(C1)C=1C=CC=2N(N1)C=CN2)C2=C(C=CC(=C2)F)SC